O1C2=C(OCC1)C=C(C=C2)C=2C(=C(C=CC2)C2=CC=1N(C=C2)C(=CN1)C1=CC=C(C(=O)NCC(=O)O)C=C1)C (4-(7-(3-(2,3-dihydrobenzo[b][1,4]dioxin-6-yl)-2-methylphenyl)imidazo[1,2-a]pyridin-3-yl)benzoyl)glycine